α-[[(3-Methylcyclobutyl)amino]methyl]-4-pyridinemethanol CC1CC(C1)NCC(O)C1=CC=NC=C1